6-Chloro-3-(3-methyl-3,8-diazabicyclo[3.2.1]oct-8-yl)-1H-pyrazolo[4,3-c]pyridine ClC1=CC2=C(C=N1)C(=NN2)N2C1CN(CC2CC1)C